NC1=C(C=CC(=N1)N[C@H]1CN(CC1)C(=O)OC(C)(C)C)[N+](=O)[O-] tert-butyl (3R)-3-[(6-amino-5-nitropyridin-2-yl)amino]pyrrolidine-1-carboxylate